{7-Chloro-6-[(2-hydroxy-ethyl)-methyl-amino]-4-[4-(2-methoxy-phenyl)-piperidin-1-yl]-quinazolin-2-yl}-(1-fluoro-cyclopropyl)-methanone ClC1=C(C=C2C(=NC(=NC2=C1)C(=O)C1(CC1)F)N1CCC(CC1)C1=C(C=CC=C1)OC)N(C)CCO